(4Z)-4-(1,3-Benzothiazol-6-ylmethylene)-2-[(1-methylpyrazol-3-yl)amino]-1H-imidazol-5-one S1C=NC2=C1C=C(C=C2)\C=C\2/N=C(NC2=O)NC2=NN(C=C2)C